2-(7-((2S,5R)-2,5-diethyl-4-(1-(4-fluoro-2,2-dimethylbenzo[d][1,3]dioxol-5-yl)ethyl)piperazin-1-yl)-4-methyl-5-oxo-4,5-dihydro-2H-pyrazolo[4,3-b]pyridin-2-yl)acetonitrile C(C)[C@@H]1N(C[C@H](N(C1)C(C)C1=C(C2=C(OC(O2)(C)C)C=C1)F)CC)C=1C=2C(N(C(C1)=O)C)=CN(N2)CC#N